3-sulfo-N-acetylglucosamine S(=O)(=O)(O)[C@]1([C@H](C(O)O[C@@H]([C@H]1O)CO)NC(C)=O)O